tartarat C(C(O)C(O)C(=O)[O-])(=O)[O-]